P(S)(O)(O)=S.[P] phosphorus dithiophosphoric acid